5-(4-(2-(2-(5-(5H-pyrido[4,3-b]indol-7-yl)pyridin-2-yl)-2-azaspiro[3.3]heptan-6-yl)ethyl)piperazin-1-yl)-2-(2,6-dioxopiperidin-3-yl)isoindoline-1,3-dione C1=NC=CC=2NC=3C=C(C=CC3C21)C=2C=CC(=NC2)N2CC1(C2)CC(C1)CCN1CCN(CC1)C=1C=C2C(N(C(C2=CC1)=O)C1C(NC(CC1)=O)=O)=O